1-ethyl-4-[1-isopropyl-7-((R)-1-quinolin-3-yl-ethylamino)-1H-pyrazolo[4,3-d]pyrimidin-5-yl]-piperazin-2-one C(C)N1C(CN(CC1)C=1N=C(C2=C(N1)C=NN2C(C)C)N[C@H](C)C=2C=NC1=CC=CC=C1C2)=O